[Ru+2].ClC1=C(C(C(C=C1)P(C1=CC=CC=C1)(C1=CC=CC=C1)=C1C=C(C2=CC=CC=C12)C1=CC=CC=C1)=C1N(CCN1C1=C(C=CC=C1C(C)C)C(C)C)C1=C(C=CC=C1C(C)C)C(C)C)Cl dichloro[1,3-bis(2,6-diisopropylphenyl)-2-imidazolidinylidene](3-phenyl-1H-inden-1-ylidene)(triphenylphosphine) ruthenium (II)